(1S,4S)-ethyl 4-(4-amino-3-(4-((5-fluoro-2-methoxybenzoylamino)methyl)phenyl)-1H-pyrazolo[3,4-d]pyrimidin-1-yl)cyclohexane-1-carboxylate NC1=C2C(=NC=N1)N(N=C2C2=CC=C(C=C2)CNC(C2=C(C=CC(=C2)F)OC)=O)C2CCC(CC2)C(=O)OCC